C(CCCC)(=O)C1=C(C=CC=C1)C(CCCC)=O 1,2-dipentanoylbenzene